C1(CC1)S(=O)(=O)N1C[C@@H](CC1)[C@@H]1CCC=2C=C(C(=C(C2C1)F)N1CC(NS1(=O)=O)=O)O |r| 5-{(7RS)-7-[(3SR)-1-(cyclopropanesulfonyl)pyrrolidin-3-yl]-1-fluoro-3-hydroxy-5,6,7,8-tetrahydronaphthalen-2-yl}-1λ6,2,5-thiadiazolidine-1,1,3-trione